4,5-dicyano-1,2,3-triazole potassium salt [K].C(#N)C=1N=NNC1C#N